4-(1-(4-chloro-2-(4-oxo-3,4-dihydroquinazolin-2-yl)phenoxy)ethyl)-1-propylpyridin-1-ium ClC1=CC(=C(OC(C)C2=CC=[N+](C=C2)CCC)C=C1)C1=NC2=CC=CC=C2C(N1)=O